ClCC=1C(=NC=C(N1)C)C 3-(chloromethyl)-2,5-dimethylpyrazine